COC(=O)C1(N(CC=C1)C(=O)OC(C)(C)C)CCCCl (3-chloropropyl)-2,5-dihydro-1H-pyrrole-1,2-dicarboxylic acid 1-(tert-butyl) 2-methyl ester